3-bromo-5-[(1S)-1-{[(R)-2-methylpropan-2-sulfinyl]amino}but-3-en-1-yl]benzamide BrC=1C=C(C(=O)N)C=C(C1)[C@H](CC=C)N[S@](=O)C(C)(C)C